O=C1O[C@H](CN1C1=NC2=C(OCC(N2COCC[Si](C)(C)C)=O)N=C1)CCNC([O-])=O [2-[(5s)-2-oxo-3-[3-oxo-4-(2-trimethylsilylethoxymethyl)pyrazino[2,3-b][1,4]oxazin-6-yl]oxazolidin-5-yl]ethyl]carbamate